5-((5'-(1-(Difluoromethyl)azetidin-3-yl)-2-oxo-2H-[1,2'-bipyridin]-3-yl)amino)-N-((1R,2R)-2-methoxycyclobutyl)-7-(methylamino)pyrazolo[1,5-a]pyrimidine-3-carboxamide FC(N1CC(C1)C=1C=CC(=NC1)N1C(C(=CC=C1)NC1=NC=2N(C(=C1)NC)N=CC2C(=O)N[C@H]2[C@@H](CC2)OC)=O)F